CC1=NN(C(=C1)COC=1C=NC=CC1C)C1=CC=CC=C1 3-methyl-5-[(4-methyl-3-pyridyl)oxymethyl]-1-phenyl-pyrazole